C1(=CC=C(C=C1)C1=CC(=NC(=N1)C1=CC=CC=C1)C1=C(C=CC=C1)C=1C(=NC=CC1)C1=NC(=NC(=N1)C1=CC=CC=C1)C1=CC=CC=C1)C1=CC=CC=C1 2-(3-(2-(6-([1,1'-biphenyl]-4-yl)-2-phenylpyrimidin-4-yl)phenyl)pyridin-2-yl)-4,6-diphenyl-1,3,5-triazine